FC=1C(=CC(=C(C#N)C1)C1=CC(=NO1)CN1C(=NC=2CCCCC2C1=O)CCC(F)(F)F)OC 5-Fluoro-4-methoxy-2-(3-((4-oxo-2-(3,3,3-trifluoropropyl)-5,6,7,8-tetrahydroquinazolin-3(4H)-yl)methyl)isoxazol-5-yl)benzonitrile